1-{2-[methyl-(2,2,2-trifluoro-ethyl)-amino]-pyridin-4-ylmethyl}-3-spiro[3.3]hept-2-yl-urea CN(C1=NC=CC(=C1)CNC(=O)NC1CC2(C1)CCC2)CC(F)(F)F